FC1=C(C=CC(=C1)F)SCC(=O)C1=C(C=C(C=C1)C1=NOC(=N1)C(F)(F)F)F 2-((2,4-difluorophenyl)thio)-1-(2-fluoro-4-(5-(trifluoromethyl)-1,2,4-oxadiazol-3-yl)phenyl)ethan-1-one